CN1N=CC(=C1C1=CC=C(OCC2=NC3=CC=CC=C3C=C2)C=C1)C1=CC(=NO1)C 2-{4-[2-methyl-4-(3-methyl-isoxazol-5-yl)-2H-pyrazol-3-yl]-phenoxymethyl}-quinoline